ClC1=C(C=CC=C1)SC(C=O)CC1=CC=CC=C1 2-((2-chlorophenyl)thio)-3-phenylpropionaldehyde